N-(2-aminoethyl)-4-[(2R)-4-[4'-(aminomethyl)-[1,1'-biphenyl]-2-carbonyl]-2-ethylpiperazin-1-yl]-2'-ethoxy-[1,1'-biphenyl]-3-carboxamide NCCNC(=O)C=1C=C(C=CC1N1[C@@H](CN(CC1)C(=O)C=1C(=CC=CC1)C1=CC=C(C=C1)CN)CC)C1=C(C=CC=C1)OCC